(4-(tert-butyl)-1,2-phenylenedi(oxy))bis(undecan-1-ol) C(C)(C)(C)C1=CC(=C(C=C1)OCCCCCCCCCCCO)OCCCCCCCCCCCO